C(CCCCCC(C)C)OC(=O)C1C(CCCC1)C(=O)OCCCCCCC(C)C Di-(isononyl)-1,2-cyclohexandicarboxylat